C(C1=CC=CC=C1)N1CC(C=CC1)C 1-Benzyl-3-methyl-1,2,3,6-tetrahydropyridine